hexadecyl 3,5-di-t-butyl-4-hydroxybenzoate C(C)(C)(C)C=1C=C(C(=O)OCCCCCCCCCCCCCCCC)C=C(C1O)C(C)(C)C